C1(CC1)[C@H](CNC(=O)C=1NC(C=CN1)=O)CC1=C(C=C(C=C1)F)F (R)-N-(2-cyclopropyl-3-(2,4-difluorophenyl)propyl)-6-oxo-1,6-dihydropyrimidine-2-carboxamide